ethyl 5-(p-tolylamino)-1H-1,2,3-triazole-4-carboxylate C1(=CC=C(C=C1)NC1=C(N=NN1)C(=O)OCC)C